C=C[13CH3] propene-3-13C